Piperazine-1,4-diylbis(propane-3,1-diyl) bis(2-(4-hydroxyphenyl)acetate) OC1=CC=C(C=C1)CC(=O)OCCCN1CCN(CC1)CCCOC(CC1=CC=C(C=C1)O)=O